NC=1N(C(C=2C(=CC=NC2C1C#N)Cl)=O)C1=C(C(=CC=C1C)OC)C 7-amino-4-chloro-6-(3-methoxy-2,6-dimethylphenyl)-5-oxo-5,6-dihydro-1,6-naphthyridine-8-carbonitrile